N-(4-(4-((3-cyanopropyl)sulfonamido)cyclohex-1-en-1-yl)-1H-pyrrolo[2,3-b]pyridin-6-yl)cyclopropylcarboxamide C(#N)CCCS(=O)(=O)NC1CC=C(CC1)C1=C2C(=NC(=C1)NC(=O)C1CC1)NC=C2